C(C)(C)(C)OC(=O)N1CC([C@@H]2N(CC[C@@H]21)CC(C(C(=O)O)(C)C)(F)F)(F)F 4-((cis)-4-(tert-butoxycarbonyl)-6,6-difluorohexahydropyrrolo[3,2-b]pyrrol-1(2H)-yl)-3,3-difluoro-2,2-dimethylbutanoic acid